CN1CC(CC(C1)C)C=1SC2=C(N1)C=C(C=C2)[C@@H]2NC[C@H](CC2)C 2-(1,5-dimethylpiperidin-3-yl)-5-((2R,5S)-5-methylpiperidin-2-yl)benzo[d]thiazole